Silicon-hafnium dioxide [O-2].[O-2].[Hf+4].[Si+4]